CS(=O)(=O)O.CN(C1C(N(C(C1)=O)[C@@H](C(=O)NCC1=C(C=CC=C1)F)C)=O)C (2R)-2-(3-(dimethylamino)-2,5-dioxopyrrolidin-1-yl)-N-(2-fluorobenzyl)propanamide methanesulfonate